trans-4-((4-(2-Isopropyloxazol-4-yl) pyridin-2-yl)(((trans)-4-(4-methoxy-3-methylphenyl) cyclohexyl)methyl) carbamoyl)cyclohexyl (2-hydroxy-2-methylpropyl)carbamate OC(CNC(O[C@@H]1CC[C@H](CC1)C(N(C[C@@H]1CC[C@H](CC1)C1=CC(=C(C=C1)OC)C)C1=NC=CC(=C1)C=1N=C(OC1)C(C)C)=O)=O)(C)C